methyl 8-chloro-2,6-dihydro-3H-indeno[1,2-e][1,3,4]oxadiazepine-5a(5H)-carboxylate ClC=1C=C2CC3(C(=NNCOC3)C2=CC1)C(=O)OC